3-(6-((R)-7-fluoro-1-methylisoindoline-2-carbonyl)benzo[d]oxazol-2-yl)piperidine-2,6-dione FC=1C=CC=C2CN([C@@H](C12)C)C(=O)C1=CC2=C(N=C(O2)C2C(NC(CC2)=O)=O)C=C1